[7-[[1-(trifluoromethyl)cyclopropyl]methoxy]-2-azaspiro[3.5]nonan-2-yl]methanone FC(C1(CC1)COC1CCC2(CN(C2)C=O)CC1)(F)F